OC(C1=C(C=CC=C1)O)C1=CSC=C1 2-(hydroxy(thiophen-3-yl)methyl)phenol